BrCCCCCCCCOC1=C(C=C2C(=NC=NC2=C1)NC1=CC(=C(C=C1)F)Cl)OCCCN1CCOCC1 7-[(8-bromooctyl)oxy]-4-[(3-chloro-4-fluorophenyl)amino]-6-{[3-(1,4-oxazinane-4-yl)propyl]oxy}quinazoline